C(C)(C)C=1C(=NNC1C=1C=C(C=2N(C1)N=CN2)C)C2CCC(CC2)N(C(=O)C2CN(C2)C)C N-(4-(4-isopropyl-5-(8-methyl-[1,2,4]triazolo[1,5-a]pyridin-6-yl)-1H-pyrazol-3-yl)cyclohexyl)-N,1-dimethylazetidine-3-carboxamide